C(=O)O.FC1CC1 2-fluorocyclopropane formate